CN1C(CCCC1)C(=O)O N-methyl-piperidine-2-carboxylic acid